3-(bromomethyl)benzofuran (1-(4-(3-(6-methoxypyridin-3-yl)-1-tosyl-1H-pyrrolo[2,3-b]pyridin-5-yl)benzyl)piperidin-3-yl)methyl-methanesulfonate COC1=CC=C(C=N1)C1=CN(C2=NC=C(C=C21)C2=CC=C(CN1CC(CCC1)CCS(=O)(=O)O)C=C2)S(=O)(=O)C2=CC=C(C)C=C2.BrCC2=COC1=C2C=CC=C1